[3-(4-Benzyl-piperidin-1-yl)-propyl]-furan-2-ylmethyl-amine C(C1=CC=CC=C1)C1CCN(CC1)CCCNCC=1OC=CC1